7-(bromomethyl)-3-ethyl-4-thioxo-3,4-dihydroquinazolin-2(1H)-one BrCC1=CC=C2C(N(C(NC2=C1)=O)CC)=S